Ophiobolene C/C/1=C/C[C@H]2[C@H](CC[C@@]2(C[C@H]3[C@@H]1CC[C@@]3(C)O)C)[C@@H](C)CCC=C(C)C